COC1=CC(=C(C(=C1)OC)C=1NC(=C(N1)C)C)O 2-(4,6-dimethoxy-2-hydroxyphenyl)-4,5-dimethylimidazole